dibromobarbituric acid BrC1(C(NC(NC1=O)=O)=O)Br